C1(=CC=CC=C1)C=1C=NC=C(C1)C(/C=C/C1=CC=CC=C1)C=C (E)-3-phenyl-5-(1-phenylpenta-1,4-diene-3-yl)pyridine